(methyl-d3)boronic acid C([2H])([2H])([2H])B(O)O